[C@@H]1([C@H](O)[C@@H](O)[C@H](O)[C@H](O1)CO)OC[C@H](C)CC[C@]1(O[C@H]2C[C@H]3[C@@H]4CC=C5C[C@H](CC[C@]5(C)[C@H]4CC[C@]3(C)[C@H]2[C@@H]1C)O)O 26-O-β-d-Glucopyranosyl-22α-hydroxy-(25R)-furost-5-en-3β,26-diol